C1(CC1)CC(C(=O)N1CCOC2=C(C1)C=NC=C2C#N)(C)C 4-(3-cyclopropyl-2,2-dimethyl-propanoyl)-3,5-dihydro-2H-pyrido[3,4-f][1,4]oxazepine-9-carbonitrile